bis(3-methylcyclohexyl)dichlorosilane CC1CC(CCC1)[Si](Cl)(Cl)C1CC(CCC1)C